C(C1=CC=CC=C1)OC(=O)N1C(CCCC1)N1N=CC(=C1)N (4-amino-1H-pyrazol-1-yl)piperidine-1-carboxylic acid benzyl ester